2-nitrobenzaldehyde-6-d1 [N+](=O)([O-])C1=C(C=O)C(=CC=C1)[2H]